pantetheine calcium [Ca].O=C(NCCC(NCCS)=O)[C@H](O)C(C)(C)CO